tert-butyl N-[(3R)-5-[(4-chlorophenyl)methyl]-8-fluoro-1,1,4-trioxo-7-(4,4,5,5-tetramethyl-1,3,2-dioxaborolan-2-yl)-2,3-dihydro-1λ6,5-benzothiazepin-3-yl]carbamate ClC1=CC=C(C=C1)CN1C([C@H](CS(C2=C1C=C(C(=C2)F)B2OC(C(O2)(C)C)(C)C)(=O)=O)NC(OC(C)(C)C)=O)=O